2-fluoro-6-(4-hydroxy-2-methylanilino)-9-(oxepan-2-yl)-9H-purine FC1=NC(=C2N=CN(C2=N1)C1OCCCCC1)NC1=C(C=C(C=C1)O)C